8-(4-methoxybenzyl)-3,8-diazabicyclo[3.2.1]octane-2-carboxylic acid ethyl ester C(C)OC(=O)C1C2CCC(CN1)N2CC2=CC=C(C=C2)OC